COC(CC(C(=O)OC)C1=C(C=CC=C1)OC(C)C)=O 2-isopropoxybenzenesuccinic acid dimethyl ester